1-(4-((4-(1-(4-(7-hydroxy-3-phenylchroman-4-yl)phenyl)piperidin-4-yl)piperazin-1-yl)methyl)pyridin-3-yl)dihydropyrimidine-2,4(1H,3H)-dione OC1=CC=C2C(C(COC2=C1)C1=CC=CC=C1)C1=CC=C(C=C1)N1CCC(CC1)N1CCN(CC1)CC1=C(C=NC=C1)N1C(NC(CC1)=O)=O